4-(trifluoromethyl)benzenethiol FC(C1=CC=C(C=C1)S)(F)F